COC([C@H](CCC(=O)O)NC(C1=CC=C(C=C1)N(C(C(F)(F)F)=O)CC=1N=C2C(NC(=NC2=NC1)NC(C(C)C)=O)=O)=O)=O (4S)-5-methoxy-4-[[4-[[2-(2-methylpropanoylamino)-4-oxo-3H-pteridin-6-yl]methyl-(2,2,2-trifluoroacetyl)amino]benzoyl]amino]-5-oxo-pentanoic acid